1-octyne-3,7-diol C#CC(CCCC(C)O)O